di-aminooxide NON